BrC1=CC(=C2N(C1=O)C1(CCN(CC1)CC(F)F)NC2=O)Cl 6-bromo-8-chloro-1'-(2,2-difluoroethyl)spiro[2H-imidazo[1,5-a]pyridine-3,4'-piperidine]-1,5-dione